C1(OCCCCCCCCCCCO1)=O hexamethylene-pentamethylene carbonate